FC(N1N=C(C=C1C)N\C(\C)=C\1/C(NC2=CN=C(C=C21)C2=C(C=CC(=C2)F)C)=O)F (Z)-3-(1-((1-(Difluoromethyl)-5-methyl-1H-pyrazol-3-yl)amino)ethylidene)-5-(5-fluoro-2-methylphenyl)-1H-pyrrolo[2,3-c]pyridin-2(3H)-one